N(=[N+]=[N-])[C@@H]1[C@H]([C@@H](SC2=CC3=C(N=CS3)C=C2C#N)O[C@@H]([C@@H]1O)CO)OC 5-cyano-1,3-benzothiazol-6-yl 3-azido-3-deoxy-2-O-methyl-1-thio-alpha-D-galactopyranoside